trans-n-decane CCCCCCCCCC